(E)-N-(4-(1-(6-(4-(4-(5-(2-(2,6-dioxopiperidin-3-yl)-1,3-dioxoisoindolin-4-yl)pent-4-yn-1-yl)piperazin-1-yl)piperidin-1-yl)nicotinoyl)piperidin-4-yl)butyl)-3-(pyridin-3-yl)acrylamide O=C1NC(CCC1N1C(C2=CC=CC(=C2C1=O)C#CCCCN1CCN(CC1)C1CCN(CC1)C1=NC=C(C(=O)N2CCC(CC2)CCCCNC(\C=C\C=2C=NC=CC2)=O)C=C1)=O)=O